6-cyclobutyl-2-(3-(3-((4-methyl-4H-1,2,4-triazol-3-yl)methyl)oxetan-3-yl)phenyl)-4-(trifluoromethyl)isoindolin-1-one C1(CCC1)C1=CC(=C2CN(C(C2=C1)=O)C1=CC(=CC=C1)C1(COC1)CC1=NN=CN1C)C(F)(F)F